O=C1N(C(C=C1)=O)CCNC(=O)C1=CC=C2C(OC3(C4=C(C=C(C=C4)N4CC(C4)OC)[Si]4(CCCCC4)C4=C3C=CC(=C4)N4CC(C4)OC)C2=C1)=O N-(2-(2,5-dioxo-2,5-dihydro-1H-pyrrol-1-yl)ethyl)-3',7'-bis(3-methoxyazetidin-1-yl)-3-oxo-3H-dispiro[isobenzofuran-1,10'-dibenzo[b,e]siline-5',1''-silinane]-6-carboxamide